(3aS,4S,6R,6aR)-6-(3-bromo-5-methoxyphenyl)-2,2-dimethyltetrahydro-4H-cyclopenta[d][1,3]dioxol-4-ol BrC=1C=C(C=C(C1)OC)[C@H]1C[C@@H]([C@H]2[C@@H]1OC(O2)(C)C)O